tert-Butyl 5-[5-bromo-2-(tert-butoxycarbonyl)phenoxy]-1H-pyrrolo[2,3-b]pyridine-1-carboxylate BrC=1C=CC(=C(OC=2C=C3C(=NC2)N(C=C3)C(=O)OC(C)(C)C)C1)C(=O)OC(C)(C)C